C(=CCCCCCCCC)Cl decenyl chloride